C1(CC1)N1C(=CC=2N=NC(=CC21)C2=C(C=CC=C2)O)C2CCN(CC2)C2=NC=C(C=N2)C2=NOC(=C2)C(C(=O)O)C(C)C 2-[3-(2-{4-[5-cyclopropyl-3-(2-hydroxyphenyl)pyrrolo[3,2-c]pyridazin-6-yl]piperidin-1-yl}pyrimidin-5-yl)-1,2-oxazol-5-yl]-3-methylbutanoic acid